butyl 3-[3-[5-(2,2,2-trifluoroethyl)-1,3,4-oxadiazol-2-yl]-1-bicyclo[1.1.1]pentanyl]azetidine-1-carboxylate FC(CC1=NN=C(O1)C12CC(C1)(C2)C2CN(C2)C(=O)OCCCC)(F)F